4-amino-N-methyl-N-((4S)-7-(trifluoromethyl)-3,4-dihydro-2H-chromen-4-yl)-1,3-dihydrofuro[3,4-c][1,7]naphthyridine-8-carboxamide NC1=NC=2C=NC(=CC2C2=C1COC2)C(=O)N([C@H]2CCOC1=CC(=CC=C21)C(F)(F)F)C